BrCC(=O)NC12CC(C1)(C2)NC(OC(C)(C)C)=O tert-butyl (3-(2-bromoacetamido)bicyclo[1.1.1]pentan-1-yl)carbamate